CC(C)(C1OCOCC12COCOC2)C 1-dimethylethyl-2,4,8,10-tetraoxaspiro[5.5]undecane